1-((2-fluorophenyl)(2-methyl-2H-tetrazol-5-yl)methyl)piperazine FC1=C(C=CC=C1)C(N1CCNCC1)C=1N=NN(N1)C